2,3,5-tri-O-acetyl-beta-D-ribose trifluoromethanesulfonate FC(S(=O)(=O)O[C@H]1[C@H](OC(C)=O)[C@H](OC(C)=O)[C@H](O1)COC(C)=O)(F)F